COC1=CC=C(C=C1)CN1C2=C(N(CC1)C(=O)[O-])C=CC=N2 4-[(4-methoxyphenyl)methyl]-2H,3H-pyrido[2,3-b]pyrazine-1-carboxylate